6-amino-1-ethyl-5-nitro-3-(trifluoromethyl)pyridin-2-one NC1=C(C=C(C(N1CC)=O)C(F)(F)F)[N+](=O)[O-]